CN1C(C(=C(C(=C1)C)[O-])NC(N[C@@H](CC(=O)[O-])C=1C=C(C=CC1)C1=C(C=CC=C1)OC(F)(F)F)=O)=O.[Na+].[Na+] sodium (S)-3-(3-(1,5-dimethyl-4-oxido-2-oxo-1,2-dihydropyridin-3-yl)ureido)-3-(2'-(trifluoro methoxy)biphenyl-3-yl)propanoate